(5-Bromo-2-(methylthio)phenyl)methanol BrC=1C=CC(=C(C1)CO)SC